triethylamine ammonium salt [NH4+].C(C)N(CC)CC